CNC(=O)C1=C(N=C(S1)Cl)C(F)(F)F methyl-2-chloro-4-(trifluoromethyl)thiazole-5-carboxamide